C(=O)C=1C=C2C(=NC1)CC1(CCNCC1)C2 3-formyl-spiro[5,7-dihydrocyclopenta[b]pyridine-6,4'-piperidine]